6-(2-(tert-butoxy)-2-oxoethoxy)-3,4-dihydroquinoline-1(2H)-carboxylic acid tert-butyl ester C(C)(C)(C)OC(=O)N1CCCC2=CC(=CC=C12)OCC(=O)OC(C)(C)C